ClC=1C(=C(CNC(=O)C=2N=NN(C2)CC=2N=C3N(C=C(C=C3)C3CC3)C2)C(=CC1)N1CC2(COC2)C1)F N-(3-chloro-2-fluoro-6-(2-oxa-6-azaspiro[3.3]heptan-6-yl)benzyl)-1-((6-cyclopropylimidazo[1,2-a]pyridin-2-yl)methyl)-1H-1,2,3-triazole-4-carboxamide